4-(((1r,4r)-4-aminocyclohexyl)methoxy)-N-(4-morpholinophenyl)pyrimidin-2-amine NC1CCC(CC1)COC1=NC(=NC=C1)NC1=CC=C(C=C1)N1CCOCC1